1-phenyl-butan-2-ol C1(=CC=CC=C1)CC(CC)O